Tert-butyl N-[5-[[2-[(2S,5R)-2-(3,5-Dichlorophenyl)-5-methyl-1-piperidyl]-2-oxo-acetyl]amino]-3-methyl-2-pyridyl]carbamate ClC=1C=C(C=C(C1)Cl)[C@H]1N(C[C@@H](CC1)C)C(C(=O)NC=1C=C(C(=NC1)NC(OC(C)(C)C)=O)C)=O